O=S1(CCN(CC1)C1=CC=2N(C=C1)C(=CN2)C2=CC=C(C=C2)NC(=O)C=2OC(=CC2)[N+](=O)[O-])=O N-(4-(7-(1,1-dioxothiomorpholinyl)imidazo[1,2-a]pyridin-3-yl)phenyl)-5-nitrofuran-2-carboxamide